4-[2-Ethyl-3-(formyl-methyl-amino)-imidazo[1,2-a]pyridin-6-yl]-piperazine-1-carboxylic acid tert-butyl ester C(C)(C)(C)OC(=O)N1CCN(CC1)C=1C=CC=2N(C1)C(=C(N2)CC)N(C)C=O